ClC=1C(=CC2=C([C@@H](C[C@@H](O2)C(=O)NC23CC(C2)(C3)C=3C=NC(=CC3)OCCOC(F)(F)F)O)C1)F (2R,4R)-6-chloro-7-fluoro-4-hydroxy-N-(3-{6-[2-(trifluoromethoxy)ethoxy]pyridin-3-yl}bicyclo[1.1.1]pentan-1-yl)-3,4-dihydro-2H-1-benzopyran-2-carboxamide